(S)-tert-butyl 3-methyl-6-(4-((1-methylpiperidin-4-yl)oxy)phenyl)-3,4-dihydropyridine-1(2H)-carboxylate C[C@@H]1CN(C(=CC1)C1=CC=C(C=C1)OC1CCN(CC1)C)C(=O)OC(C)(C)C